O1CCN(CC1)C1=CC=C(C=C1)NC1=CC=CC=C1[N+](=O)[O-] (4-morpholinophenyl)-6-nitroaniline